C(C)(=O)ON=C1C(NC2=CC=CC=C12)=C1C(NC2=CC(=CC=C12)Br)=O 3-[3-[(acetyloxy)imino]-1,3-dihydro-2H-indol-2-ylidene]-6-bromo-1,3-dihydro-2H-indol-2-one